4-(2-Amino-2-methylpropanoyl)-N-(1-(6-(((1S,3R)-3-aminocyclopentyl)amino)-5,6,7,8-tetrahydronaphthalen-2-yl)-2-oxo-1,2-dihydropyrimidin-4-yl)piperazine-1-carboxamide hydrochloride salt Cl.NC(C(=O)N1CCN(CC1)C(=O)NC1=NC(N(C=C1)C1=CC=2CCC(CC2C=C1)N[C@@H]1C[C@@H](CC1)N)=O)(C)C